N'-((3-(2-methoxypyridin-4-yl)bicyclo[4.2.0]octa-1(6),2,4-trien-2-yl)carbamoyl)-6,7-dihydro-5H-pyrazolo[5,1-b][1,3]oxazine-3-sulfonimidamide COC1=NC=CC(=C1)C1=C(C=2CCC2C=C1)NC(=O)N=S(=O)(N)C=1C=NN2C1OCCC2